trans-(1r,4r)-4-morpholinocyclohexan-1-amine dihydrochloride Cl.Cl.O1CCN(CC1)[C@@H]1CC[C@H](CC1)N